2-aza-N-[7-methoxy-8-(3-morpholin-4-ylpropoxy)-2,3-dihydroimidazo[1,2-c]quinazolin-5-yl]Pyrimidine-5-carboxamide COC1=C(C=CC=2C=3N(C(=NC12)NC(=O)C=1C=NN=NC1)CCN3)OCCCN3CCOCC3